ClC(C=O)CC=1C=C2C=CC=NC2=CC1 2-chloro-3-(quinolin-6-yl)-propanal